N-((5-(2-fluoro-4-(trifluoromethyl)phenyl)-1,2,4-oxadiazol-3-yl)methyl)thiophene-2-carboxamide FC1=C(C=CC(=C1)C(F)(F)F)C1=NC(=NO1)CNC(=O)C=1SC=CC1